1-(4-{4-[2-(3,3-difluoropyrrolidin-1-yl)acetamido]-1H-1,2,3-triazol-1-yl}butyl)-N-{[2-fluoro-5-(trifluoromethoxy)phenyl]methyl}-1H-1,2,3-triazole-4-carboxamide FC1(CN(CC1)CC(=O)NC=1N=NN(C1)CCCCN1N=NC(=C1)C(=O)NCC1=C(C=CC(=C1)OC(F)(F)F)F)F